N-(3-fluoro-4-(piperidin-1-yl)phenyl)-5-methyl-2-morpholinooxazole-4-carboxamide FC=1C=C(C=CC1N1CCCCC1)NC(=O)C=1N=C(OC1C)N1CCOCC1